2-ethylbenzo[4,5]imidazo[1,2-a]pyrimidin-4(10H)-one C(C)C=1N=C2N(C(C1)=O)C1=C(N2)C=CC=C1